Cl.CN1CCC=2C3=C(C4=C(C[C@H]13)C=CC(=C4O)O)C=CC2 (6aS)-6-methyl-5,6,6a,7-tetrahydro-4H-dibenzo[de,g]quinoline-10,11-diol Hydrochloride